ClC1=C(C=CC(=C1)Cl)C1=NNC=N1 2,4-dichlorophenyl-1,2,4-triazole